FC1CN(CC12CCN(CC2)C=2C1=C(N=C(N2)C2=CC=NC=C2)C=NC=C1)C(=O)OC(C)(C)C tert-Butyl 4-fluoro-8-[2-(4-pyridyl) pyrido[3,4-d]pyrimidin-4-yl]-2,8-diazaspiro[4.5]decane-2-carboxylate